FC=1C=C(C=NC1)C(=O)N1CCC(CC1)C(O)(C1=CC=CC=C1)C1=CC=CC=C1 [1-(5-fluoropyridine-3-carbonyl)piperidin-4-yl]diphenylmethanol